2-(2-(((tert-butyldimethylsilyl)oxy)methyl)-3-fluoropyridin-4-yl)-2-oxoethyl (3S)-7-(3-chloro-2-fluoro-6-(1H-tetrazol-1-yl)phenyl)-5-oxo-1,2,3,5,8,8a-hexahydroindolizine-3-carboxylate ClC=1C(=C(C(=CC1)N1N=NN=C1)C1=CC(N2[C@@H](CCC2C1)C(=O)OCC(=O)C1=C(C(=NC=C1)CO[Si](C)(C)C(C)(C)C)F)=O)F